(4-amino-3,4-dihydro-2H-pyrano[2,3-b]pyridin-7-yl)phosphonic acid hydrochloride Cl.NC1CCOC2=NC(=CC=C21)P(O)(O)=O